C(\C=C\C(=O)[O-])(=O)OCCCCC1CCC(CC1)C(C)(C)CC (4-tert-pentylcyclohexyl)butyl fumarate